4-methyl-3-[2-(pyridin-3-yl)ethynyl]-N-(4,5,6,7-tetrahydro-2,1-benzoxazol-3-yl)benzamide CC1=C(C=C(C(=O)NC=2ON=C3C2CCCC3)C=C1)C#CC=1C=NC=CC1